O=C1SC(C(N1)=O)CC1=CC=C(OC2CCN(CC2)C(=O)NC2=CC(=C(C=C2)OC(F)(F)F)F)C=C1 (1r,4r)-4-{4-[(2,4-dioxothiazolidin-5-yl)methyl]phenoxy}-N-[3-fluoro-4-(trifluoromethoxy)phenyl]piperidine-1-carboxamide